dimethyl 4-[4,4-difluoro-5-[4-[3-[[5-(5-methylpyrido[4,3-b]indol-7-yl)-2-pyridyl]oxy]cyclobutoxy]-1-piperidyl]pentoxy]benzene-1,2-dicarboxylate FC(CCCOC=1C=C(C(=CC1)C(=O)OC)C(=O)OC)(CN1CCC(CC1)OC1CC(C1)OC1=NC=C(C=C1)C=1C=CC=2C3=C(N(C2C1)C)C=CN=C3)F